N-(2-(dimethylamino)-2-phenylethyl)-5-fluoroisoindoline-2-carboxamide CN(C(CNC(=O)N1CC2=CC=C(C=C2C1)F)C1=CC=CC=C1)C